benzyl 1-((tert-butoxycarbonyl)(methyl)amino)cyclopropane-1-carboxylate C(C)(C)(C)OC(=O)N(C1(CC1)C(=O)OCC1=CC=CC=C1)C